tert-butyl 7-(3-(2,4-dioxotetrahydropyrimidin-1(2H)-yl)-4-methoxybenzoyl)-2,7-diazaspiro[3.5]nonane-2-carboxylate O=C1N(CCC(N1)=O)C=1C=C(C(=O)N2CCC3(CN(C3)C(=O)OC(C)(C)C)CC2)C=CC1OC